5-((5-((3S,4S)-4-amino-3-methyl-2-oxa-8-azaspiro[4.5]decan-8-yl)pyrazin-2-yl)thio)-7-methylbenzo[c][1,2]oxaborol-1(3H)-ol N[C@@H]1[C@@H](OCC12CCN(CC2)C=2N=CC(=NC2)SC2=CC1=C(B(OC1)O)C(=C2)C)C